ethyl dispiro[2.0.2.1]heptane-7-carboxylate C1CC12C1(CC1)C2C(=O)OCC